C1(CC1)CN1CC[C@@]23[C@@](CC4=C(NN=C4C2)C)([C@H]1CC=1C=CC(=C(C13)C1CCSCC1)O)O (6R,6aS,11aR)-14-(cyclopropylmethyl)-8-methyl-(tetrahydro-2H-thiopyran-4-yl)-5,6,9,11-tetrahydro-6,11a-(epiminoethano)naphtho[2,1-f]indazole-2,6a(7H)-diol